N1=CC=C(C=C1)N[C@@H](C)C(=O)O pyrid-4-ylalanine